ClC1=C(C=C(C=C1)N1C[C@H](CC1)C(=O)Cl)F (3S)-1-(4-chloro-3-fluorophenyl)pyrrolidine-3-carbonyl chloride